Cl.COC=1C=C2C(=NC=NC2=CC1OC)N1CCN(CCC1)C(CS(=O)(=O)N)=O (2-(4-(6,7-Dimethoxyquinazolin-4-yl)-1,4-diazacycloheptan-1-yl)-2-oxoethyl)sulfonamide hydrochloride